(pentafluoro-propyl)triethoxysilane methyl-(1S,4R)-4-[[[3-(3-chloro-5-fluorophenyl)-5-methyl-2-oxo-5-oxazolidinyl]carbonyl]amino]-2-cyclopentene-1-carboxylate COC(=O)[C@@H]1C=C[C@@H](C1)NC(=O)C1(CN(C(O1)=O)C1=CC(=CC(=C1)F)Cl)C.FC(C[Si](OCC)(OCC)OCC)(C(F)(F)F)F